3-(4-(5-(3,5-dichlorophenyl)-5-(trifluoromethyl)-4,5-dihydroisoxazol-3-yl)-2-methylbenzamido)-1-methyl-4-propyl-1H-pyrazole-5-carboxamide ClC=1C=C(C=C(C1)Cl)C1(CC(=NO1)C1=CC(=C(C(=O)NC2=NN(C(=C2CCC)C(=O)N)C)C=C1)C)C(F)(F)F